oxoazepane-1-carboxylic acid tert-butyl ester C(C)(C)(C)OC(=O)N1C(CCCCC1)=O